(R)- or (S)-N-((6-(dimethylamino)-1-(4-(trifluoromethyl)phenyl)-2,3-dihydro-1H-pyrido[2,3-b][1,4]oxazin-3-yl)methyl)acetamide CN(C=1C=CC2=C(O[C@@H](CN2C2=CC=C(C=C2)C(F)(F)F)CNC(C)=O)N1)C |o1:8|